OC=1C=C(C=CC1O)C(CC1=CC(=NO1)[C@]1([C@@H](N2C(C[C@H]2S1(=O)=O)=O)C(=O)O)C)=O (2S,3R,5R)-3-(5-(2-(3,4-dihydroxyphenyl)-2-oxoethyl)isoxazol-3-yl)-3-methyl-7-oxo-4-thia-1-azabicyclo[3.2.0]heptane-2-carboxylic acid 4,4-dioxide